tert-butyl 3-[2-[[(1R,3S)-3-([1,2,4]triazolo[4,3-a]pyridin-3-yl)cyclohexyl] amino]-5-(trifluoromethyl)pyrimidin-4-yl]oxy-3-(trifluoromethyl)azetidine-1-carboxylate N=1N=C(N2C1C=CC=C2)[C@@H]2C[C@@H](CCC2)NC2=NC=C(C(=N2)OC2(CN(C2)C(=O)OC(C)(C)C)C(F)(F)F)C(F)(F)F